ClC1=CC=C(S1)CNC1=CC(=NN1C(C1=C(C=CC=C1)OC)=O)C1N(CCC1)C(C)=O 1-[2-(5-[(5-chlorothiophen-2-yl)methyl]amino-1-(2-methoxybenzoyl)-1H-pyrazol-3-yl)pyrrolidin-1-yl]ethan-1-one